O=C1NC(CCC1C1=CC=C(C=C1)N1[C@H](CN(CC1)CCC1CCN(CC1)NC(OC(C)(C)C)=O)C)=O tert-butyl (4-(2-((3S)-4-(4-(2,6-dioxopiperidin-3-yl)phenyl)-3-methylpiperazin-1-yl)ethyl)piperidin-1-yl)carbamate